COC1=CC2=C(C3=CC=CC=C3N=C2C=C1OC)NC1CCN(CC1)C 2,3-dimethoxy-N-(1-methylpiperidin-4-yl)acridin-9-amine